Cl.NC[C@@H]1[C@H](CN(CC1)CC(=O)N)O ((3R,4R)-4-(aminomethyl)-3-hydroxypiperidin-1-yl)acetamide hydrochloride